BrC1=C(C(=CC=C1)F)N1CCC(CC1)NC(C)C=1C(=NN(C1)C1CC1)NCC1=C(C=CC=C1)C(F)(F)F [1-(2-Bromo-6-fluorophenyl)-piperidin-4-yl]-{1-[1-cyclopropyl-3-(2-trifluoromethyl-benzylamino)-1H-pyrazol-4-yl]-ethyl}-amine